CC1CCC(NC1)C1=CC=2C(=NSN2)C=C1 5-(5-methylpiperidin-2-yl)benzo[C][1,2,5]thiadiazol